2-[3-(2,6-dioxo-3-piperidinyl)-2-(trifluoromethyl)phenoxy]acetic acid O=C1NC(CCC1C=1C(=C(OCC(=O)O)C=CC1)C(F)(F)F)=O